C1(CC1)OC1=NC=NC=C1CNC(C1=CC(=C(C(=C1)F)OC)F)=O N-{[4-(cyclopropyloxy)-pyrimidin-5-yl]methyl}-3,5-difluoro-4-methoxybenzamide